BrC=1N=C(N2C1C(=NC=C2Cl)N)C([2H])([2H])[2H] 1-bromo-5-chloro-3-(trideuteriomethyl)imidazo[1,5-a]pyrazin-8-amine